6-butyl-5-(2,6-dimethoxyphenyl)-3-[4-(3-fluorobenzoyl)piperazine-1-carbonyl]pyridine-2,4-diol C(CCC)C1=C(C(=C(C(=N1)O)C(=O)N1CCN(CC1)C(C1=CC(=CC=C1)F)=O)O)C1=C(C=CC=C1OC)OC